9-[3-chloro-4-(1-methylethoxy)phenyl]-3,4-dihydropyrido[2,1-c][1,2,4]thiadiazine 2,2-dioxide ClC=1C=C(C=CC1OC(C)C)C1=CC=CN2C1=NS(CC2)(=O)=O